4-[5-(azetidin-3-yloxy)pyridin-2-yl]-3-(2-methyl-6-morpholin-4-ylpyridin-4-yl)oxybenzonitrile N1CC(C1)OC=1C=CC(=NC1)C1=C(C=C(C#N)C=C1)OC1=CC(=NC(=C1)N1CCOCC1)C